N-(3-(8-((2S,5S)-5-((dimethylamino)methyl)pyrrolidin-2-yl)-3-(2,2,2-trifluoroethyl)imidazo[1,2-a]pyridin-2-yl)prop-2-yn-1-yl)-2-methoxy-4-(methylsulfonyl)aniline CN(C)C[C@@H]1CC[C@H](N1)C=1C=2N(C=CC1)C(=C(N2)C#CCNC2=C(C=C(C=C2)S(=O)(=O)C)OC)CC(F)(F)F